tert-butyl ((1r,4r)-4-((5-bromo-3-(((4,6-dimethyl-2-oxo-1,2-dihydropyridin-3-yl)methyl)carbamoyl)-2-methylphenyl)(methyl)amino)-cyclohexyl)carbamate BrC=1C=C(C(=C(C1)N(C1CCC(CC1)NC(OC(C)(C)C)=O)C)C)C(NCC=1C(NC(=CC1C)C)=O)=O